(2S,3S,4R)-1-O-(α-D-galactosyl)-2-(N-octacosanoylamino)-1,3,4-hexanetriol [C@H]1([C@H](O)[C@@H](O)[C@@H](O)[C@H](O1)CO)OC[C@@H]([C@@H]([C@@H](CC)O)O)NC(CCCCCCCCCCCCCCCCCCCCCCCCCCC)=O